5-[1-(5-amino-2-pyridyl)-3-(trifluoromethyl)pyrazol-4-yl]-N-[3-chloro-4-[2-[(2S,4R)-4-hydroxyprolyl]-2,8-diazaspiro[4.5]decane-8-carbonyl]phenyl]-1-methyl-imidazole-2-carboxamide NC=1C=CC(=NC1)N1N=C(C(=C1)C1=CN=C(N1C)C(=O)NC1=CC(=C(C=C1)C(=O)N1CCC2(CCN(C2)C([C@H]2NC[C@@H](C2)O)=O)CC1)Cl)C(F)(F)F